NC1=C(C=C(C=C1)F)S(=O)(=O)NCC(=O)OC methyl 2-(2-amino-5-fluorobenzenesulfonamido)acetate